O1C=COCCNCCOCCOCCNCC1 1,4,10,13-tetraoxa-7,16-diazacyclooctadecaneN